FC1=C(CN=[N+]=[N-])C=CC(=C1)F 2,4-difluorobenzyl azide